N1(C=NC=C1)C=1N=C(C2=C(N1)C(=CN2)C)C(=O)[O-] 2-(1H-imidazol-1-yl)-7-methyl-5H-pyrrolo[3,2-d]pyrimidine-4-carboxylate